N=S(=O)(C)C1=CC=C(C=C1)COC1=C(C=C(C=C1)CN1CC2=CC=CC=C2C1)S(=O)(=O)C Imino(4-((4-(isoindolin-2-ylmethyl)-2-(methylsulfonyl)phenoxy)methyl)phenyl)(methyl)-λ6-sulfanone